3-(4,5-difluoro-1-tosyl-1H-indol-7-yl)-2-(dimethylamino)-2-methylpropan-1-ol FC1=C2C=CN(C2=C(C=C1F)CC(CO)(C)N(C)C)S(=O)(=O)C1=CC=C(C)C=C1